C1(CC1)C1=NN=C(O1)CO (5-cyclopropyl-1,3,4-oxadiazol-2-yl)methanol